Nitrotoluen [N+](=O)([O-])CC1=CC=CC=C1